FC1=C(C(=O)N[C@H](C(=O)O)CC2=C3C=CC=NC3=C(C=C2)C2=C(C=C(C=C2OC)COCC)OC)C(=CC=C1)F (S)-2-(2,6-difluorobenzoylamino)-3-(8-(4-(ethoxymethyl)-2,6-dimethoxyphenyl)quinolin-5-yl)propionic acid